2-[(6-chloroimidazo[1,2-a]pyridin-2-yl)methyl]-1-methyl-1-pyrimidin-2-yl-hydrazine ClC=1C=CC=2N(C1)C=C(N2)CNN(C2=NC=CC=N2)C